ethyl 2-(4-chlorophenoxy)-5-hydroxy-8-bromo-1,7-naphthyridine-6-carboxylate ClC1=CC=C(OC2=NC3=C(N=C(C(=C3C=C2)O)C(=O)OCC)Br)C=C1